dimethylaminomethylene-4,4-dimethyl-3-oxo-piperidine-1-carboxylate CN(C)C=C1N(CCC(C1=O)(C)C)C(=O)[O-]